orthophosphorite P([O-])([O-])[O-]